ClC=1C=CC(=NC1)CN1C(C2=CC(=CC=C2[C@]1(OCC1(CC1)CO)C1=CC=C(C=C1)C(C)(F)F)C(C)(C)O)=O (3R)-2-[(5-Chloropyridin-2-yl)methyl]-3-[4-(1,1-difluoroethyl)phenyl]-3-{[1-(hydroxymethyl)cyclopropyl]methoxy}-6-(2-hydroxypropan-2-yl)-2,3-dihydro-1H-isoindol-1-on